7-bromo-N-(4-fluoro-3-((methylthio)methyl)phenyl)-8-isopropoxyquinazolin-2-amine BrC1=CC=C2C=NC(=NC2=C1OC(C)C)NC1=CC(=C(C=C1)F)CSC